trifluoromethyl diketone FC(F)(F)C(C(=O)C(F)(F)F)=O